ethyl (10-(2,6-dimethylphenoxy)-6-hydroxy-[1,2,4]triazolo[5,1-a]isoquinoline-5-carbonyl)glycinate CC1=C(OC=2C=CC=C3C(=C(N4C(C23)=NC=N4)C(=O)NCC(=O)OCC)O)C(=CC=C1)C